(diphenylmethylene)-6-phenylimidazo[1,5-a]pyridin-5-amine C1(=CC=CC=C1)C(C1=CC=CC=C1)=NC1=C(C=CC=2N1C=NC2)C2=CC=CC=C2